CC1=C(C=NN1)C=1N=C(C2=C(N1)C=NC=C2)N2CCC1(CCN(C1)[C@@H]1[C@@H](CC1)O)CC2 (1R,2S)-2-(8-(2-(5-methyl-1H-pyrazol-4-yl)pyrido[3,4-d]pyrimidin-4-yl)-2,8-diazaspiro[4.5]decan-2-yl)cyclobutanol